3-ethyl 6-methyl 2-methylpyrazolo[1,5-a]pyridine-3,6-dicarboxylate CC1=NN2C(C=CC(=C2)C(=O)OC)=C1C(=O)OCC